IC1CC(C1)COCC1=CC=CC=C1 {[(3-iodocyclobutyl)methoxy]methyl}benzene